6-(5,5-difluoro-2-azaspiro[3.3]heptan-2-yl)-2-(3-(3-((4-methyl-4H-1,2,4-triazol-3-yl)methyl)oxetan-3-yl)phenyl)-4-(trifluoromethyl)isoindolin-1-one FC1(C2(CN(C2)C2=CC(=C3CN(C(C3=C2)=O)C2=CC(=CC=C2)C2(COC2)CC2=NN=CN2C)C(F)(F)F)CC1)F